FC1=CC=C(C=C1)S(=O)(=O)C1=CC=C(C=C1)S(=O)(=O)C1=CC=C(C=C1)F 1,4-bis(4-fluorophenylsulfonyl)benzene